(cis-4-((5-bromopyrrolo[2,1-f][1,2,4]triazin-2-yl) amino) cyclohexyl) methanesulfonate CS(=O)(=O)O[C@@H]1CC[C@@H](CC1)NC1=NN2C(C=N1)=C(C=C2)Br